N-[3,4-dichloro-2-[(2,6-difluoro-3-methoxy-phenyl)-hydroxy-methyl]phenyl]carbamic acid tert-butyl ester C(C)(C)(C)OC(NC1=C(C(=C(C=C1)Cl)Cl)C(O)C1=C(C(=CC=C1F)OC)F)=O